(R)-N-(4-cyclopentyl-2-sulfamoylphenyl)-9-methyl-6-oxo-6,7,8,9-tetrahydropyrido[3',2':4,5]pyrrolo[1,2-a]pyrazine-2-carboxamide C1(CCCC1)C1=CC(=C(C=C1)NC(=O)C=1C=CC=2C=C3N([C@@H](CNC3=O)C)C2N1)S(N)(=O)=O